(3S,4R)-decane-3,4-diol CC[C@@H]([C@@H](CCCCCC)O)O